ClC=1C=C(CN2N=C3C(=C2C2=C(C=CC=C2)F)CN(C3)C)C=C(C1)Cl 2-(3,5-dichlorobenzyl)-3-(2-fluorophenyl)-5-methyl-2,4,5,6-tetrahydropyrrolo[3,4-c]pyrazole